N1=CN=C2NC=NC2=C1C=1C(=NC=CC1)NC=1C=C(C=CC1C)NC(C1=CC=CC=C1)=O N-(3-((3-(9H-purin-6-yl)pyridin-2-yl)amino)-4-methylphenyl)benzamide